C(CCCCC)(=O)OC1CC(N(C(C1)(C)C)O)(C)C 1-oxyl-2,2,6,6-tetramethylpiperidin-4-yl hexanoate